1-methyl-Imidazol CN1C=NC=C1